ClC=1N=C(C2=CN=C(C(=C2C1C)F)Cl)N1CC2COCC(C1)N2C(C(F)(F)F)=O 1-[7-(3,6-dichloro-5-fluoro-4-methyl-2,7-naphthyridin-1-yl)-3-oxa-7,9-diazabicyclo[3.3.1]nonan-9-yl]-2,2,2-trifluoro-ethanone